methylprop-2-en CCC=C